4-(3-hydroxy-3-(methoxymethyl)pent-1-yn-1-yl)benzoate OC(C#CC1=CC=C(C(=O)[O-])C=C1)(CC)COC